6,7-dihydro-1,1,2,3,3-pentamethyl-4(5H)-indanon CC1(C(C(C=2C(CCCC12)=O)(C)C)C)C